FC1=C(C=C(C=C1)C=1OC(=CN1)C(=O)O)O 2-(4-Fluoro-3-hydroxyphenyl)oxazole-5-carboxylic acid